C(C)(=O)OCC(\C=C\C(C(\C=C\C#C\C=C\C)O)O)C (3E,7E,11E)-5,6-dihydroxy-2-methyltrideca-3,7,11-trien-9-yn-1-yl acetate